4-(6,7-difluoro-3-quinolylamino)-2-{5-methoxy-6-[3-(trifluoromethyl)-1-piperazinyl]-3-pyridylamino}pyrimidine FC=1C=C2C=C(C=NC2=CC1F)NC1=NC(=NC=C1)NC=1C=NC(=C(C1)OC)N1CC(NCC1)C(F)(F)F